FC1=C(C=C2CC(C(C2=C1)NC(O[C@@H]1CN2CCC1CC2)=O)(C)C)C2=CC=C(C=C2)CCC (S)-quinuclidin-3-yl (6-fluoro-2,2-dimethyl-5-(4-propylphenyl)-2,3-dihydro-1H-inden-1-yl)carbamat